C1(CC1)C1=CC(=NC=2N1N=C(C2)C2=C(C=C(C=C2)N2C[C@@H](CC2)C(C(=O)N)(C)C)F)C(=O)N2[C@@H](C1=CC=CC=C1CC2)C ((S)-1-(4-{7-Cyclopropyl-5-[(1R)-1-methyl-1,2,3,4-tetrahydroisoquinoline-2-carbonyl]pyrazolo[1,5-a]pyrimidin-2-yl}-3-fluorophenyl)pyrrolidin-3-yl)-2-methylpropanamide